[15N+](=O)([O-])[O-].[Na+] Sodium [15N]nitrate